N1(CCCC1)C1=CC=C(C=N1)B(O)O (6-(pyrrolidin-1-yl)pyridin-3-yl)boronic acid